oxetan-3-yl (trans-4-(5-(2-(N-ethylsulfamoyl)-4-(isopropylcarbamoyl)phenyl) thiazol-2-yl)cyclohexyl)carbamate C(C)NS(=O)(=O)C1=C(C=CC(=C1)C(NC(C)C)=O)C1=CN=C(S1)[C@@H]1CC[C@H](CC1)NC(OC1COC1)=O